(4S,5R)-4-Hydroxy-5-((R)-5H-imidazo[5,1-a]isoindol-5-yl)-4,5,6,7-tetrahydropyrazolo[1,5-a]pyridin-3-carbonitril O[C@@H]1C=2N(CC[C@@H]1[C@H]1N3C(C4=CC=CC=C14)=CN=C3)N=CC2C#N